N1=C2N(C=C1C=1C=C(C=CC1NC=1C=NC(=CC1)C(C)(C)O)S(=O)(=O)N(C)CC1=CC=C(C=C1)OC)CCC2 3-(6,7-dihydro-5H-pyrrolo[1,2-a]imidazol-2-yl)-4-((6-(2-hydroxypropan-2-yl)pyridin-3-yl)amino)-N-(4-methoxybenzyl)-N-methylbenzenesulfonamide